C1(=C(C(=CC(=C1)C)C)\N=C/1\N(C(N2C(C3=CC(=C(C=C3CC2)OC([2H])([2H])[2H])OC)=C1)=O)CCNC(=O)N)C (E)-1-(2-(2-(mesitylimino)-10-methoxy-9-(methoxy-d3)-4-oxo-6,7-dihydro-2H-pyrimido[6,1-a]isoquinolin-3(4H)-yl)ethyl)urea